C(N)(=O)C1=C2CC(CN(C2=CC=C1)C1=CC=C(C=C1)C(F)(F)F)NC(OC(C)(C)C)=O tert-butyl (5-carbamoyl-1-(4-(trifluoromethyl)phenyl)-1,2,3,4-tetrahydroquinolin-3-yl)carbamate